Cl.NC(C(=O)O)C=COCCN 2-Amino-4-(2-aminoethoxy)-3-butenoic acid hydrochloride